C(C)SC1=C(N=CC=2N1N=C(N2)NC2CCN(CC2)S(=O)(=O)C)C=2C=NNC2 (ethylsulfanyl)-N-(1-(methylsulfonyl)piperidin-4-yl)-6-(1H-pyrazol-4-yl)-[1,2,4]triazolo[1,5-a]pyrazin-2-amine